CC1(N(CCN(C1)C1=NNC(=C1)C)C(=O)OC(C)(C)C)C tert-butyl 2,2-dimethyl-4-(5-methyl-1H-pyrazol-3-yl)piperazine-1-carboxylate